2-(2,2-difluorobenzo[d][1,3]dioxol-5-yl)acetonitrile FC1(OC2=C(O1)C=CC(=C2)CC#N)F